ClC=1C=C2C(N(C(=NC2=C(C1)C(C)=N[S@](=O)C(C)(C)C)C1(CCOCC1)C)C1CC1)=O (R)-N-(1-(6-chloro-3-cyclopropyl-2-(4-methyltetrahydro-2H-pyran-4-yl)-4-oxo-3,4-dihydroquinazolin-8-yl)ethylidene)-2-methylpropane-2-sulfinamide